2-(3,4-dichlorophenyl)-2,2-difluoroacetohydrazide ClC=1C=C(C=CC1Cl)C(C(=O)NN)(F)F